glucouronat O=C[C@H](O)[C@@H](O)[C@H](O)[C@H](O)C(=O)[O-]